COCCNC(=O)C1=CC2=C(NC(=N2)C2=CC=C(C=C2)N(C)C)C=C1 2-(4-Dimethylamino-phenyl)-1H-benzoimidazole-5-carboxylic Acid (2-methoxy-ethyl)-amide